trans-prenyl-3-methylbutadienol C(C=C(C)C)C(=CC(=C)C)O